ClC1=CC(=C(C=N1)COC1=CC=CC(=N1)C1=CC(=C(CC2=NC3=C(N2[C@@H]2COCC2(C)C)C=C(C=C3)C(=O)O)C=C1F)F)OC (S)-2-(4-(6-((6-chloro-4-methoxypyridin-3-yl)methoxy)pyridin-2-yl)-2,5-difluorobenzyl)-1-(4,4-dimethyltetrahydrofuran-3-yl)-1H-benzo[d]imidazole-6-carboxylic acid